N-[[3-[4-[[(3S,4R)-3-fluoro-1-methyl-4-piperidyl]amino]1-(2,2,2-trifluoroethyl)indol-2-yl]-1,2,4-oxadiazol-5-yl]methyl]-1-(1-methyl-4-piperidyl)pyrrole-3-carboxamide F[C@H]1CN(CC[C@H]1NC1=C2C=C(N(C2=CC=C1)CC(F)(F)F)C1=NOC(=N1)CNC(=O)C1=CN(C=C1)C1CCN(CC1)C)C